C(C1=CC=CC=C1)SC1=CC(=C(N=N1)N(C)CC1CC1)C(=O)OC methyl 6-(benzylthio)-3-((cyclopropylmethyl)(methyl)amino)pyridazine-4-carboxylate